N-(3-(6-amino-2-fluoro-8-((6-iodobenzo[d][1,3]dioxol-5-yl)methyl)-9H-purin-9-yl)propyl)-2-methylpropane-1-sulfonamide NC1=C2N=C(N(C2=NC(=N1)F)CCCNS(=O)(=O)CC(C)C)CC1=CC2=C(OCO2)C=C1I